C(C)OC(=O)C=1C=NN2C1N=C(C=C2)N2CC1CCC(C2)O1 5-(8-oxa-3-azabicyclo[3.2.1]octane-3-yl)pyrazolo[1,5-a]pyrimidine-3-carboxylic acid ethyl ester